S1C=2N(C(=C1)CC(=O)NC=1SC=C(N1)C1=C(NC3=CC=CC=C13)C)C=CN2 2-(imidazo[2,1-b]thiazol-3-yl)-N-[4-(2-methyl-1H-indol-3-yl)thiazol-2-yl]acetamide